1,2-di-pentanoyl-sn-glycero-3-phosphorylcholine C(CCCC)(=O)OC[C@@H](OC(CCCC)=O)COP(=O)(O)OCC[N+](C)(C)C